Cl.C1(CC1)CN1CC[C@]23CCN(CC[C@]2([C@H]1CC1=CC=C(C=C13)O)O)CCN1N=CC(=C1)C (5aS,6R,11bS)-14-(cyclopropylmethyl)-3-(2-(4-methyl-1H-pyrazol-1-yl)ethyl)-2,3,4,5,6,7-hexahydro-6,11b-(epiminoethano)naphtho[1,2-d]azepine-5a,10(1H)-diol hydrochloride